IC=1C=C(C=C(C1)I)CC=C 3-(3,5-diiodophenyl)propylene